C1(CCCC1)N1C(CN(C=2C(N[C@](NC12)(N)NC=1C=C2CCCN(C2=CC1OC)C(CN1CCCCC1)=O)=O)C)CC (R)-8-cyclopentyl-7-ethyl-2-{{7-methoxy-1-[2-(piperidin-1-yl)acetyl]-1,2,3,4-tetrahydroquinolin-6-yl}amino}-5-methyl-7,8-dihydro-pterin